1-(3-fluoro-4-methylphenyl)ethanone FC=1C=C(C=CC1C)C(C)=O